2-tert-butyl-7-(1-methyl-2-oxopyrrolidin-3-yl)-5,7-diazaspiro[3.4]octane-6,8-dione C(C)(C)(C)C1CC2(C1)NC(N(C2=O)C2C(N(CC2)C)=O)=O